N-(1'-(2-(2-fluoropropan-2-yl)pyrimidin-4-yl)-1',2'-dihydrospiro[cyclopropane-1,3'-pyrrolo[3,2-c]pyridin]-6'-yl)acetamide FC(C)(C)C1=NC=CC(=N1)N1CC2(C=3C=NC(=CC31)NC(C)=O)CC2